CC(C)([Si](OCCOCCOCCOCCOCCC(=O)OC(C)(C)C)(C1=CC=CC=C1)C1=CC=CC=C1)C tert-Butyl 2,2-dimethyl-3,3-diphenyl-4,7,10,13,16-pentaoxa-3-silanonadecan-19-oate